CC(C)(C)[O-].[Ti+4].ClCCNS(=O)(=O)CC1=CC(=CC=C1)Cl.CC(C)(C)[O-].CC(C)(C)[O-].CC(C)(C)[O-] N-(2-chloroethyl)-1-(3-chlorophenyl)methanesulfonamide titanium (iv) t-butoxide